3-(1-(2-chloro-5-fluorophenyl)cyclopropyl)-5-(5-(difluoromethyl)-1-methyl-1H-pyrazol-3-yl)-1,2,4-oxadiazole ClC1=C(C=C(C=C1)F)C1(CC1)C1=NOC(=N1)C1=NN(C(=C1)C(F)F)C